methyl (S)-2-((2-(2,6-difluoro-4-(4-hydroxy-1H-pyrazol-1-yl)phenyl)-7-methylimidazo[1,2-a]pyridin-3-yl)methyl)morpholine-4-carboxylate FC1=C(C(=CC(=C1)N1N=CC(=C1)O)F)C=1N=C2N(C=CC(=C2)C)C1C[C@H]1CN(CCO1)C(=O)OC